(R)-7-((5-(1-oxa-4,8-diazaspiro[5.5]undecan-8-yl)pyridin-2-yl)amino)-4-(7-fluoroimidazo[1,2-a]pyridin-3-yl)isoindolin-1-one O1CCNC[C@]12CN(CCC2)C=2C=CC(=NC2)NC=2C=CC(=C1CNC(C21)=O)C2=CN=C1N2C=CC(=C1)F